methyl 4-((2R,3S,4S,5S)-4-(aminomethyl)-3-(2-trifluoromethylphenyl)-4-(5-chloro-2-fluorophenyl)-5-neopentylpyrrolidine-2-carboxamido)-3-methoxybenzoate NC[C@]1([C@@H]([C@@H](N[C@H]1CC(C)(C)C)C(=O)NC1=C(C=C(C(=O)OC)C=C1)OC)C1=C(C=CC=C1)C(F)(F)F)C1=C(C=CC(=C1)Cl)F